5-hydroxy-6-methoxyindole-2-carboxylic acid-d2 Ethyl-2-methyl-1-((2-(trimethylsilyl)ethoxy)methyl)-1H-thieno[2,3-d]imidazole-5-carboxylate C(C)OC(=O)C1=CC2=C(N=C(N2COCC[Si](C)(C)C)C)S1.OC1=C(C=2C(=C(NC2C=C1OC)C(=O)O)[2H])[2H]